C(#N)C(C([2H])([2H])[2H])P(OCC)(OCC)=O diethyl [1-cyano(2,2,2-2H3)ethyl]phosphonate